acryloyloxyhexyl-trihydroxysilane C(C=C)(=O)OCCCCCC[Si](O)(O)O